4-methyl-2-(4-(4-methylpyrazolo[1,5-a]pyridin-2-yl)-1,4,6,7-tetrahydro-5H-imidazo[4,5-c]pyridin-5-yl)pyrimidine-5-carboxylic acid, lithium salt [Li+].CC1=NC(=NC=C1C(=O)[O-])N1C(C2=C(CC1)NC=N2)C2=NN1C(C(=CC=C1)C)=C2